1,4-bis((2-pentyl)nonanyloxy)benzene CC(CCC)CCCCCCCCCOC1=CC=C(C=C1)OCCCCCCCCCC(C)CCC